1-(5-tert-butyl-2H-pyrazol-3-yl)-3-{4-[5-(2-hydroxy-3-methoxyl-propoxyl)-benzimidazol-1-yl]-phenyl}-urea C(C)(C)(C)C=1C=C(NN1)NC(=O)NC1=CC=C(C=C1)N1C=NC2=C1C=CC(=C2)OCC(COC)O